FC=1C=C(C=CC1F)CS(=O)(=O)NC1=CC=C(C=C1)NC(=O)NCC1=CC=NC=C1 1-(3,4-difluorophenyl)-N-(4-(3-(pyridin-4-ylmethyl)ureido)phenyl)methanesulfonamide